4-(3-((2-((5-methyl-2-(methyl(2-(methylsulfonyl)ethyl)amino)thiazol-4-yl)amino)-5-(trifluoromethyl)pyrimidin-4-yl)amino)propyl)-1,4-oxazepan-5-one CC1=C(N=C(S1)N(CCS(=O)(=O)C)C)NC1=NC=C(C(=N1)NCCCN1CCOCCC1=O)C(F)(F)F